2-(4-chlorophenyl)-5-phenyl-3,6-dihydro-2H-1,3,4,2-oxadiazaborinine ClC1=CC=C(C=C1)B1OCC(=NN1)C1=CC=CC=C1